4-methoxymethoxy-1-methylbutylmagnesium chloride COCOCCCC(C)[Mg]Cl